tert-butyl 7-(4-acetyl-6-methyl-1-oxoisoindolin-2-yl)-2-azaspiro[3.5]nonane-2-carboxylate C(C)(=O)C1=C2CN(C(C2=CC(=C1)C)=O)C1CCC2(CN(C2)C(=O)OC(C)(C)C)CC1